4-((4-(1-((1-(2-(2,6-dioxopiperidin-3-yl)-1,3-dioxoisoindolin-5-yl)pyrrolidin-3-yl)methyl)piperidin-4-yl)phenyl)amino)-6-((R)-3-hydroxypiperidin-1-yl)pyridazine-3-carboxamide O=C1NC(CCC1N1C(C2=CC=C(C=C2C1=O)N1CC(CC1)CN1CCC(CC1)C1=CC=C(C=C1)NC1=C(N=NC(=C1)N1C[C@@H](CCC1)O)C(=O)N)=O)=O